COC=1C=C(C=CC1OC)C(C(CO)C1=C(C=CC=C1)OC)=O 1-(3,4-dimethoxyphenyl)-3-hydroxy-2-(2-methoxyphenyl)propane-1-one